[Mn].FC1=C(C(=C(C(=C1C=1C2=CC=C(N2)C(=C2C=CC(C(=C3C=CC(=C(C=4C=CC1N4)C4=C(C(=C(C(=C4F)F)F)F)F)N3)C3=C(C(=C(C(=C3F)F)F)F)F)=N2)C2=C(C(=C(C(=C2F)F)F)F)F)F)F)F)F 5,10,15,20-tetrakis(pentafluorophenyl)porphyrin manganese